FC1=C(C=CC(=C1)C1=NOC(=N1)C1=CC=C(C=C1)OC(F)(F)F)NC(=O)\N=C\1/SCC(N1C1=C(C=CC(=C1)C)C(C)OC)=O (Z)-1-(2-fluoro-4-(5-(4-(trifluoromethoxy)phenyl)-1,2,4-oxadiazol-3-yl)phenyl)-3-(3-(2-(1-methoxyethyl)-5-methylphenyl)-4-oxothiazolidin-2-ylidene)urea